ClC1=C(C=C(OCC(=O)NC23NC(C(CC2)(CC3)C(=O)NCC3=NC=C(C=C3)C(F)(F)F)=O)C=C1)F 1-[2-(4-chloro-3-fluorophenoxy)acetamido]-3-oxo-N-{[5-(trifluoromethyl)pyridin-2-yl]methyl}-2-azabicyclo[2.2.2]octane-4-carboxamide